O1S(OCC1)(=O)=O 1,3,2-di-oxathiolane 2,2-dioxide